C(#C)C=1C2=C(N=CN1)N(C=C2)COCC[Si](C)(C)C 4-ethynyl-7-((2-(trimethylsilyl)ethoxy)methyl)-7H-pyrrolo[2,3-d]pyrimidine